(6-oxa-1-aza-spiro[3.3]hept-1-yl)-methanone N1(CCC12COC2)C=O